(4-hydroxyethoxyphenyl)thianthrene hexafluorophosphate F[P-](F)(F)(F)(F)F.OCCOC1=CC=C(C=C1)C1=CC=CC=2SC3=CC=CC=C3SC12